(E)-N-(4-(1-(4-(1-(5-((2-(2,6-dioxopiperidin-3-yl)-1-oxoisoindoline-4-yl)amino)pentanoyl)piperidin-4-yl)benzoyl)piperidin-4-yl)butyl)-3-(pyridin-3-yl)acrylamide O=C1NC(CCC1N1C(C2=CC=CC(=C2C1)NCCCCC(=O)N1CCC(CC1)C1=CC=C(C(=O)N2CCC(CC2)CCCCNC(\C=C\C=2C=NC=CC2)=O)C=C1)=O)=O